trans-oleoyl-sn-glycero-3-phosphate C(CCCCCCC\C=C\CCCCCCCC)(=O)OP(OC[C@@H](CO)O)(=O)O